2-(5-cyano-6-((2S,3R)-3-hydroxy-2-methylazetidine-1-yl)-4-(trifluoromethyl)pyridin-2-yl)-2-azaspiro[3.3]heptane-6-carboxylic acid C(#N)C=1C(=CC(=NC1N1[C@H]([C@@H](C1)O)C)N1CC2(C1)CC(C2)C(=O)O)C(F)(F)F